azadinaphthoselenophene N1=CC=CC=2C=CC3=C(C4=C([Se]3)C=3C=CC=CC3C=C4)C12